2,4-hexylene glycol CC(CC(CC)O)O